(R)-1-((7-Cyano-2-(3'-(7-(((R)-3-hydroxypyrrolidin-1-yl)methyl)-2-(trifluoromethyl)pyrido[3,2-d]pyrimidin-4-ylamino)-2,2'-dimethylbiphenyl-3-yl)benzo[d]oxazol-5-yl)methyl)pyrrolidin C(#N)C1=CC(=CC=2N=C(OC21)C=2C(=C(C=CC2)C2=C(C(=CC=C2)NC=2C1=C(N=C(N2)C(F)(F)F)C=C(C=N1)CN1C[C@@H](CC1)O)C)C)CN1CCCC1